3-(4-(4-((2-(4-(4-chloro-7,7-dimethyl-5-oxo-5,7-dihydroindolo[1,2-a]quinazolin-10-yl)piperidin-1-yl)pyrimidin-5-yl)methyl)piperazin-1-yl)-2,6-difluorophenyl)piperidine-2,6-dione ClC=1C=2C(N=C3N(C2C=CC1)C1=CC(=CC=C1C3(C)C)C3CCN(CC3)C3=NC=C(C=N3)CN3CCN(CC3)C3=CC(=C(C(=C3)F)C3C(NC(CC3)=O)=O)F)=O